(S)-methyl 2-(4-bromo-2,6-dichlorobenzamido)-3-(4'-(hydroxymethyl)-2',6'-dimethoxy-[1,1'-biphenyl]-4-yl)propanoate BrC1=CC(=C(C(=O)N[C@H](C(=O)OC)CC2=CC=C(C=C2)C2=C(C=C(C=C2OC)CO)OC)C(=C1)Cl)Cl